4-((1r,3r,5s,6r)-6-(3-(4-(difluoromethoxy)phenyl)-1-isopropyl-1H-pyrazol-5-yl)bicyclo[3.1.0]hex-3-yl)-1,4-oxaazepane FC(OC1=CC=C(C=C1)C1=NN(C(=C1)C1[C@H]2CC(C[C@@H]12)N1CCOCCC1)C(C)C)F